NC[C@@H]1CN(CCO1)C1=C(C(N(C(=N1)C)C1=C(C(=CC=C1)Cl)Cl)=O)C 6-[(2R)-2-(aminomethyl)morpholin-4-yl]-3-(2,3-dichlorophenyl)-2,5-dimethyl-3,4-dihydropyrimidin-4-one